4-phenylcubane-1-carboxylic acid C1(=CC=CC=C1)C12C3C4C5(C(C14)C2C53)C(=O)O